NC=1C(=C(C=CC1)C1=NN2C(C(CCC2)=O)=C1)C 2-(3-amino-2-methyl-phenyl)-6,7-dihydro-5H-pyrazolo[1,5-a]pyridin-4-one